3-[3-[3-[2-(4-Methylpiperazin-1-yl)phenyl]-3-oxoprop-1-enyl]phenyl]prop-2-enoic acid CN1CCN(CC1)C1=C(C=CC=C1)C(C=CC=1C=C(C=CC1)C=CC(=O)O)=O